NC1=NC=2C=CC(=CC2C2=C1C=NN2C)C(=O)NC 4-amino-N,1-dimethyl-1H-pyrazolo[4,3-c]quinoline-8-carboxamide